C(C)(C)OC1=CC=C(N=N1)C=1C(=CC(=NC1)NC(C)=O)NC1=NC(=CC(=C1)OC)S(=O)(=O)C N-(5-(6-isopropoxypyridazin-3-yl)-4-((4-methoxy-6-(methylsulfonyl)pyridin-2-yl)amino)pyridin-2-yl)acetamide